FC(=CC=1SC=CC1)F 2-(2,2-difluorovinyl)thiophene